C(C1=CC=CC=C1)N(C1=C(C(=C(C(=C1)F)C)Br)OCC1=CC=CC=C1)CC1=CC=CC=C1 N,N-dibenzyl-2-benzyloxy-3-bromo-5-fluoro-4-methylaniline